1-(2-(1H-pyrazol-1-yl)ethyl)-4-(2,3-dichloro-6-((2-(trimethylsilyl)ethoxy)methoxy)phenyl)pyrrolidine-2-thione N1(N=CC=C1)CCN1C(CC(C1)C1=C(C(=CC=C1OCOCC[Si](C)(C)C)Cl)Cl)=S